chloro-1-(2,6-dimethoxyphenyl)-1H-imidazo[4,5-b]pyrazine-2-thiol ClC=1N=C2C(=NC1)N(C(=N2)S)C2=C(C=CC=C2OC)OC